N-(1-(tert-butylamino)-3-(1-methylpiperidin-4-yl)-1-oxopropan-2-yl)-N-(2-decyltetradecyl)tridecanoamide C(C)(C)(C)NC(C(CC1CCN(CC1)C)N(C(CCCCCCCCCCCC)=O)CC(CCCCCCCCCCCC)CCCCCCCCCC)=O